7-fluoro-3',4'-dihydro-[2,6'-biquinoline]-2'(1'H)-one FC1=CC=C2C=CC(=NC2=C1)C=1C=C2CCC(NC2=CC1)=O